3-chloro-4,4-dimethyl-2-oxazolidinone ClN1C(OCC1(C)C)=O